(R)-3-(3-chloro-4-fluorophenyl)-1-methyl-1-((1-oxo-1,2-dihydroisoquinolin-4-yl)methyl)urea ClC=1C=C(C=CC1F)NC(N(CC1=CNC(C2=CC=CC=C12)=O)C)=O